C(C)(=O)C1=NN(C2=CC=C(C=C12)C=1C=NC=CC1)CC(=O)OC(C)(C)C tert-Butyl 2-(3-acetyl-5-(pyridin-3-yl)-1H-indazol-1-yl)acetate